CO[C@H]1CN2C(OC1)=C(C=N2)[S@](=O)(N)=NC(NC2=C1C(=CC=3CCCC23)C[C@@H]1C)=O (S,6S)-6-methoxy-N'-(((S)-2-methyl-2,4,5,6-tetrahydro-1H-cyclobuta[f]inden-3-yl)carbamoyl)-6,7-dihydro-5H-pyrazolo[5,1-b][1,3]oxazine-3-sulfonimidamide